4-(2-chloro-3-fluorophenyl)-1H-pyrrole-3-nitrile ClC1=C(C=CC=C1F)C=1C(=CNC1)C#N